CNC(=O)C1NC1 N-methylaziridine-2-carboxamide